O1[C@@H](CCC1)C(O)([2H])[2H] (S)-(tetrahydrofuran-2-yl)methan-d2-ol